ClC1=CC(=C(C(=C1)C(C)C)NC(=O)[N-]S(=O)(=O)C=1C=NN2C1OC[C@@H](C2)OC)C(C)C.[Na+] Sodium (R)-((4-chloro-2,6-diisopropylphenyl)carbamoyl)((6-methoxy-6,7-dihydro-5H-pyrazolo[5,1-b][1,3]oxazin-3-yl)sulfonyl)amide